C(CCC)CC(=O)OC1=CC=CC=C1 phenol n-butyl-acetate